6-chloro-1-methyl-1H-pyrrolo[2,3-b]Pyridine ClC1=CC=C2C(=N1)N(C=C2)C